Tert-butyl (1R,2S)-2-(2-hydroxyethyl)cyclopropanecarboxylate OCC[C@H]1[C@@H](C1)C(=O)OC(C)(C)C